C(C)(=O)N1CCC(CC1)(C#N)CN1N=CC(=C1C(=O)NC1=NC=C(C=C1C)C#CC1=CC=C(C=C1)F)Cl 1-((1-acetyl-4-cyanopiperidin-4-yl)methyl)-4-chloro-N-(5-((4-fluorophenyl)ethynyl)-3-methylpyridin-2-yl)-1H-pyrazole-5-carboxamide